(6-fluoro-8-quinolinyl)-1-[4-(trifluoromethyl)phenyl]imidazole-2-sulfonamide FC=1C=C2C=CC=NC2=C(C1)C=1N=C(N(C1)C1=CC=C(C=C1)C(F)(F)F)S(=O)(=O)N